OC(C)C1(CC1)O 1-(1-hydroxyethyl)cyclopropan-1-ol